7-bromo-3-oxo-1,2-dihydro-isoindole-5-carboxylic acid BrC=1C=C(C=C2C(NCC12)=O)C(=O)O